[Cu].NC1=NC=C(C2=C1C=NN2COCC[Si](C)(C)C)NC(=O)C(=O)N(CC2=NC=CC(=C2)C)CC2=CC=CC=C2 N-[4-amino-1-(2-trimethylsilylethoxymethyl)pyrazolo[4,3-c]pyridin-7-yl]-N'-benzyl-N'-[(4-methyl-2-pyridyl)methyl]oxamide Copper